(4-(1-phenyl-1H-benzimidazol-2-yl)phenyl)boronic acid C1(=CC=CC=C1)N1C(=NC2=C1C=CC=C2)C2=CC=C(C=C2)B(O)O